2-(4-amino-4-phenylpiperidin-1-yl)-5-(7-chloro-2-methylbenzo[d]thiazol-6-yl)-7H-pyrrolo[2,3-d]pyrimidine-4-carbonitrile NC1(CCN(CC1)C=1N=C(C2=C(N1)NC=C2C2=C(C1=C(N=C(S1)C)C=C2)Cl)C#N)C2=CC=CC=C2